C(C1=CC=CC=C1)OC=1C(=C(C=C(C1F)C(F)(F)F)C1=NN(C2=C1C=NC(=C2F)Cl)C)F 3-(3-(Benzyloxy)-2,4-difluoro-5-(trifluoromethyl)phenyl)-6-chloro-7-fluoro-1-methyl-1H-pyrazolo[4,3-c]pyridine